FC(OC1=CC(=NN1)NC1=CN=CC(=N1)O[C@@H]1[C@@H]([C@H]2CC[C@@H](C1)N2C(=O)OC(C)(C)C)F)F tert-butyl (1R,2R,3S,5S)-3-((6-((5-(difluoromethoxy)-1H-pyrazol-3-yl)amino)pyrazin-2-yl)oxy)-2-fluoro-8-azabicyclo[3.2.1]octane-8-carboxylate